3-(Dimethylamino)-2,2-bis((((9Z,12Z)-octadeca-9,12-dien-1-yl)oxy)methyl)propan-1-ol CN(CC(CO)(COCCCCCCCC\C=C/C\C=C/CCCCC)COCCCCCCCC\C=C/C\C=C/CCCCC)C